ClC1=NC=CC2=C1C(=CN2C(=O)OC(C)(C)C)C2=NC(=NC(=C2)OC2CCC(CC2)C(F)(F)F)SC rel-tert-butyl 4-chloro-3-[2-(methylsulfanyl)-6-{[(1r,4r)-4-(trifluoromethyl)cyclohexyl]oxy}pyrimidin-4-yl]-1H-pyrrolo[3,2-c]pyridine-1-carboxylate